(1S,3S,5S)-5-(morpholinomethyl)-2-((4-phenoxybutanoyl)glycyl)-2-azabicyclo[3.1.0]hexane-3-carboxylic acid O1CCN(CC1)C[C@@]12C[C@H](N([C@H]2C1)C(CNC(CCCOC1=CC=CC=C1)=O)=O)C(=O)O